C1(CCCCC1)NC([C@@H]([C@H](C(=O)NC1CCCCC1)O)O)=O (2R,3R)-N1,N4-dicyclohexyl-2,3-dihydroxysuccinic diamide